ClC=1C(=CC(=NC1)OC)C1=CC(=NN1)C(=O)N1C(C[C@@H](CC1)C(=O)NCC1=CC(=CC=C1)Cl)(C)C (R)-1-(5-(5-chloro-2-methoxypyridin-4-yl)-1H-pyrazole-3-carbonyl)-N-(3-chlorobenzyl)-2,2-dimethylpiperidine-4-carboxamide